5-(2-(((3R,4S)-4-((5-isopropoxy-6-(1H-pyrazol-4-yl)-[1,2,4]triazolo[1,5-a]pyrazin-2-yl)amino)-3-methylpiperidin-1-yl)methyl)-7-azaspiro[3.5]nonan-7-yl)isoindoline-1,3-dione C(C)(C)OC1=C(N=CC=2N1N=C(N2)N[C@@H]2[C@@H](CN(CC2)CC2CC1(C2)CCN(CC1)C=1C=C2C(NC(C2=CC1)=O)=O)C)C=1C=NNC1